NC=1C(=C(C=CC1)C1=C(C(=NC=C1)C1=CC(=C(C=C1)CN1CC2(C1)CC(NC2)=O)OC)Cl)Cl 2-[[4-[4-(3-amino-2-chloro-phenyl)-3-chloro-2-pyridyl]-2-methoxy-phenyl]methyl]-2,7-diazaspiro[3.4]octan-6-one